((2R,3S,4R,5R)-5-(4-aminopyrrolo[2,1-f][1,2,4]triazin-7-yl)-5-cyano-4-hydroxy-3-(2-phenylacetoxy)tetrahydrofuran-2-yl)methyl isobutyrate C(C(C)C)(=O)OC[C@H]1O[C@@]([C@@H]([C@@H]1OC(CC1=CC=CC=C1)=O)O)(C#N)C1=CC=C2C(=NC=NN21)N